FC(CN1C(=NC=2C1=NC(=CC2)C=2C=CN1N=C(N=CC12)N[C@@H]1CN(C[C@H]1F)C)C)F 5-(3-(2,2-difluoroethyl)-2-methyl-3H-imidazo[4,5-b]pyridin-5-yl)-N-((3r,4r)-4-fluoro-1-methylpyrrolidin-3-yl)pyrrolo[2,1-f][1,2,4]triazin-2-amine